C1(CC1)C(=O)N1C2CC2CC1C#C cyclopropyl(3-ethynyl-2-azabicyclo[3.1.0]hexan-2-yl)methanone